5-acetyl-4-hydroxy-2-methylbenzoic acid C(C)(=O)C=1C(=CC(=C(C(=O)O)C1)C)O